N1(CCOCC1)C1=CC=C(C=C1)NC=1N=CC2=C(N1)N=C(C=C2C#C[Si](C(C)C)(C(C)C)C(C)C)N2C(NCC21CCCC1)=O 1-(2-{[4-(morpholin-4-yl)phenyl]amino}-5-[2-(triisopropylsilyl)ethynyl]pyrido[2,3-d]pyrimidin-7-yl)-1,3-diazaspiro[4.4]nonan-2-one